C(=O)O.O=C1NC(CCC1NC1=CC=C(C=C1)C1CCN(CC1)CC(=O)N1CCN(CC1)C1=CC=C(C=C1)C=1C=C(C=2N(C1)N=CC2C#N)C=2C=NC(=CC2)N2CCOCC2)=O 6-[4-[4-[2-[4-[4-[(2,6-dioxo-3-piperidyl)amino]phenyl]-1-piperidyl]acetyl]piperazin-1-yl]phenyl]-4-(6-morpholino-3-pyridyl)pyrazolo[1,5-a]pyridine-3-carbonitrile formic acid salt